5-[2-(2,4-Difluoro-3-methoxy-phenylamino)-5-methyl-pyrimidin-4-ylamino]-3H-benzooxazol-2-one FC1=C(C=CC(=C1OC)F)NC1=NC=C(C(=N1)NC=1C=CC2=C(NC(O2)=O)C1)C